C1=C(C=C2C=CC3=CC(=CC4=CC=C1C2=C34)B(O)O)B(O)O pyrene-2,7-diyldiboronic acid